1-((5-((4-(hydroxymethyl)-3-nitrophenyl)amino)-5-oxopentanoyl)oxy)-2,5-dioxopyrrolidine-3-sulfonic acid sodium salt [Na+].OCC1=C(C=C(C=C1)NC(CCCC(=O)ON1C(C(CC1=O)S(=O)(=O)[O-])=O)=O)[N+](=O)[O-]